COC1=C(C(=CC(=C1C=1C=NC=CC1)CCCCC)OC)C1=C(C=CC(=C1)C)C(=C)C 3-(2,6-dimethoxy-5'-methyl-4-pentyl-2'-(prop-1-en-2-yl)-[1,1'-biphenyl]-3-yl)pyridine